FC(CCN1C[C@H](CC1)N1C(=NC=2C1=C1C(=NC2)NC=C1)[C@@H](C)O)(C(F)(F)F)F (R)-1-(1-((S)-1-(3,3,4,4,4-Pentafluorobutyl)pyrrolidin-3-yl)-1,6-dihydroimidazo[4,5-d]pyrrolo[2,3-b]pyridin-2-yl)ethanol